(2S,5S)-4-(2-(S and R)-cyclopropyl-2-methoxypropanoyl)-2,3,4,5-tetrahydro-2,5-methanopyrido[3,4-f][1,4]oxazepine-9-carbonitrile C1(CC1)[C@](C(=O)N1C[C@H]2OC3=C([C@@H]1C2)C=NC=C3C#N)(C)OC |&1:3|